C(C=C)(=O)OCCCCCCCCCCOC(C=C)=O decaneyleneglycol diacrylate